OCCON=C(C)C propan-2-one O-(2-hydroxyethyl)oxime